BrC=1C=CC(=C(C1)C(C(=O)O)N1C(C2=C(C=C1)OC=C2)=O)F 2-(5-bromo-2-fluorophenyl)-2-(4-oxofuro[3,2-c]pyridin-5(4H)-yl)acetic acid